3-((6-Methylpyridin-3-yl)oxy)benzaldehyde CC1=CC=C(C=N1)OC=1C=C(C=O)C=CC1